Sodium (Z)-(1-(1-(3,7-dimethylocta-2,6-dien-1-yl)-1H-1,2,3-triazol-4-yl)propane-2,2-diyl)bis(phosphonate) C/C(=C/CN1N=NC(=C1)CC(C)(P([O-])([O-])=O)P([O-])([O-])=O)/CCC=C(C)C.[Na+].[Na+].[Na+].[Na+]